(1S,2S)-N-(6-(5-chloro-6-fluoro-7-isopropoxy-1H-indazol-4-yl)imidazo[1,2-a]pyrazin-2-yl)-2-fluorocyclopropane-1-carboxamide ClC=1C(=C2C=NNC2=C(C1F)OC(C)C)C=1N=CC=2N(C1)C=C(N2)NC(=O)[C@H]2[C@H](C2)F